(3S)-3-((S)-2-(4-methylpiperazine-1-carboxamido)-3-phenylpropanamido)chroman CN1CCN(CC1)C(=O)N[C@H](C(=O)N[C@@H]1COC2=CC=CC=C2C1)CC1=CC=CC=C1